ClC=1C=NC(=NC1)C1CC2(CN(C2)C=2N=C(C3=C(N2)CCC[S@]3=O)NC3(CCC3)CO)C1 (R)-2-(6-(5-Chloropyrimidin-2-yl)-2-azaspiro[3.3]heptan-2-yl)-4-((1-(hydroxymethyl)cyclobutyl)amino)-7,8-dihydro-6H-Thiopyrano[3,2-d]pyrimidine 5-oxide